3-(3-chloropropyl)-1H-2,4,1-benzodithiazine ClCCCC1SNC2=C(S1)C=CC=C2